C1(=CC=CC=C1)C1N(O1)S(=O)(=O)C1=CC=CC=C1 3-phenyl-2-phenylsulfonyl-1,2-oxaziridine